tert-butyl 4-[[6-bromo-1-(2,2,2-trifluoroethyl)indol-4-yl]amino]-3-fluoro-piperidine-1-carboxylate BrC1=CC(=C2C=CN(C2=C1)CC(F)(F)F)NC1C(CN(CC1)C(=O)OC(C)(C)C)F